C(C)S(=O)(=O)C1=NC=CC=C1C=O ethylsulfonyl-pyridine-3-carbaldehyde